NC1=C(SC2=NC(=CC=C21)C)C(=O)NC2COC1=C(C2)C(=CC(=C1F)N1CC2CCC(C1)N2)F racemic-3-amino-N-(7-[3,8-diazabicyclo[3.2.1]octan-3-yl]-5,8-difluoro-3,4-dihydro-2H-1-benzopyran-3-yl)-6-methylthieno[2,3-b]pyridine-2-carboxamide